(R)-4-tert-butyloxycarbonyl-1H-azepine C(C)(C)(C)OC(=O)C=1C=CNC=CC1